1-cyclobutyl-4-((5-(2-fluorophenyl)thiazol-2-yl)methyl)piperazine-2,3-dione C1(CCC1)N1C(C(N(CC1)CC=1SC(=CN1)C1=C(C=CC=C1)F)=O)=O